FS(=O)(=O)/C=C/C1=CC(=C(OCCOCCOCCOCCOCC(=O)O)C=C1)OC (E)-14-(4-(2-(fluorosulfonyl)vinyl)-2-methoxyphenoxy)-3,6,9,12-tetraoxatetradecanoic acid